(2Z)-6-(4-hydroxy-3-methoxyphenyl)-2-(hydroxyimino)-2,3-dihydro-1H-inden-1-one OC1=C(C=C(C=C1)C1=CC=C2C/C(/C(C2=C1)=O)=N/O)OC